6-(((2R,7aS)-2-Fluorotetrahydro-1H-pyrrolizin-7a(5H)-yl)methoxy)-N-(3-methyl-4-((1-methyl-1H-benzo[d]imidazol-5-yl)oxy)phenyl)pyrimido[5,4-d]pyrimidin-4-amine F[C@@H]1C[C@@]2(CCCN2C1)COC=1N=CC=2N=CN=C(C2N1)NC1=CC(=C(C=C1)OC1=CC2=C(N(C=N2)C)C=C1)C